CC=1C(=NC(=CC1)NC1=CC2=C(C=N1)SC(=N2)C2=NC=CC=C2C)CN2[C@@H](CCC2)CO [(2S)-1-[(3-Methyl-6-{[2-(3-methylpyridin-2-yl)-[1,3]thiazolo[5,4-c]pyridin-6-yl]amino}pyridin-2-yl)methyl]pyrrolidin-2-yl]methanol